Methyl 3-(4-(6-fluoro-1H-indol-3-yl) thiophen-2-yl)-3-oxopropanoate FC1=CC=C2C(=CNC2=C1)C=1C=C(SC1)C(CC(=O)OC)=O